(S)-N-(3-((2-(2,6-Dioxopiperidin-3-yl)-1-oxoisoindolin-5-yl)oxy)propyl)-3-(1-methyl-1H-imidazol-4-yl)-4-((4-(trifluoromethyl)benzyl)amino)benzamide O=C1NC(CC[C@@H]1N1C(C2=CC=C(C=C2C1)OCCCNC(C1=CC(=C(C=C1)NCC1=CC=C(C=C1)C(F)(F)F)C=1N=CN(C1)C)=O)=O)=O